OC=1C(=NC=CC1)C(=O)NCC(=O)O N-(3-hydroxypyridine-2-carbonyl)glycine